1-(4-((6-methoxy-2-(pyrrolidin-1-yl)-7-(3-(pyrrolidin-1-yl)prop-1-yn-1-yl)quinazolin-4-yl)amino)piperidin-1-yl)ethan-1-one COC=1C=C2C(=NC(=NC2=CC1C#CCN1CCCC1)N1CCCC1)NC1CCN(CC1)C(C)=O